1-(4-heptanoylpiperazin-1-yl)heptan-1-one C(CCCCCC)(=O)N1CCN(CC1)C(CCCCCC)=O